(+)-rhamnose monohydrate O.O=C[C@H](O)[C@H](O)[C@@H](O)[C@@H](O)C